3-((1-(cyclopropylmethyl)-1H-imidazol-5-yl)methyl)aminobenzoate C1(CC1)CN1C=NC=C1CNC=1C=C(C(=O)[O-])C=CC1